2-((3-((3,4-dimethoxyphenyl)imino)-5,5-dimethylcyclohex-1-en-1-yl)amino)acetamide COC=1C=C(C=CC1OC)N=C1C=C(CC(C1)(C)C)NCC(=O)N